CNC(=O)C=1C=C2C=NN(C2=CC1)C N,1-dimethyl-1H-indazole-5-carboxamide